azepinecarboxylate N1C(=CC=CC=C1)C(=O)[O-]